C(CCCCCCCCCCCCCCCCC)N1C(=C(C(C2=C(C=C(C=C12)OC1OCCCC1)OC1OCCCC1)=O)OC1OCCCC1)C1=CC=CC=C1 N-octadecyl-2-phenyl-3,5,7-tritetrahydropyranyloxyquinolin-4-one